4-((S)-1-(2-chlorophenyl)ethoxy)-3-(1H-imidazol-2-yl)-N-((R,E)-4-(methylsulfonyl)but-3-en-2-yl)benzamide ClC1=C(C=CC=C1)[C@H](C)OC1=C(C=C(C(=O)N[C@H](C)\C=C\S(=O)(=O)C)C=C1)C=1NC=CN1